NC1(COC1)C1=C(C=C(C=C1)CC(=O)OCC)F 2-Ethyl 2-(4-(3-aminooxetan-3-yl)-3-fluorophenyl)acetate